2-[4-(Trifluoromethoxy)phenoxy]-5-(trifluoromethyl)pyridine-3-carboxylic acid FC(OC1=CC=C(OC2=NC=C(C=C2C(=O)O)C(F)(F)F)C=C1)(F)F